BrC=1C=NC(=NC1)N1CCC(CC1)N1C2=C(N(C(C1=O)=O)C)C=C(C=N2)Cl 4-(1-(5-bromopyrimidin-2-yl)piperidin-4-yl)-7-chloro-1-methyl-1,4-dihydropyrido[2,3-b]pyrazine-2,3-dione